(R)-1-(3,4-bis((4-fluorobenzyl)oxy)phenoxy)-3-(isopropylamino)propan-2-ol FC1=CC=C(COC=2C=C(OC[C@@H](CNC(C)C)O)C=CC2OCC2=CC=C(C=C2)F)C=C1